Cl.FC(OC1=CC=C(C=C1)NN)(F)F [4-(trifluoromethoxy)phenyl]hydrazine hydrochloride